N-[(4,5-difluoro-1H-benzimidazol-2-yl)methyl]-2-(4-methylpiperazin-1-yl)-7-(trifluoromethyl)imidazo[2,1-f][1,2,4]triazin-4-amine FC1=C(C=CC=2NC(=NC21)CNC2=NC(=NN1C2=NC=C1C(F)(F)F)N1CCN(CC1)C)F